(1r,4S)-N-((S)-1-(4-((4-cyclopropyl-1,5-naphthyridin-3-yl)amino)phenyl)-2,2,2-trifluoroethyl)-N-methyl-4-(2-methyl-2H-tetrazol-5-yl)cyclohexane-1-carboxamide C1(CC1)C1=C(C=NC2=CC=CN=C12)NC1=CC=C(C=C1)[C@H](C(F)(F)F)N(C(=O)C1CCC(CC1)C=1N=NN(N1)C)C